2-bromo-α,α,4,5-tetrafluoro-phenylpropionic acid BrC1=C(C=C(C(=C1)F)F)CC(C(=O)O)(F)F